3-CHLOROMETHYL-5-METHYLPYRIDINE ClCC=1C=NC=C(C1)C